2-[1-[4-(5-methoxy-3-pyridyl)triazol-1-yl]ethyl]-5-[(3R)-3-(cyclobutylmethyl-amino)-1-piperidyl]pyridazin-3-one COC=1C=C(C=NC1)C=1N=NN(C1)C(C)N1N=CC(=CC1=O)N1C[C@@H](CCC1)NCC1CCC1